C[C@H]1N(CCOC1)C1=CC(=NC(=N1)C1=C2C(=NC=C1)NC=C2)N=S2(CCCCC2)=O 1-({6-[(3R)-3-methyl-morpholin-4-yl]-2-{1H-pyrrolo[2,3-b]pyridin-4-yl}pyrimidin-4-yl}-imino)-1λ6-thian-1-one